ClC1=NC=C(C(=C1)N1CCC(CC1)(O)C)C#CC1C(OCC1)C 1-(2-chloro-5-((2-methyltetrahydrofuran-3-yl)ethynyl)pyridin-4-yl)-4-methylpiperidin-4-ol